(2R,3R,4S,5S)-4-[[3-[4-(difluoromethyl)-3-fluoro-2-methoxy-phenyl]-4,5-dimethyl-5-(trifluoromethyl)tetrahydrofuran-2-carbonyl]amino]pyridine-2-carboxamide FC(C1=C(C(=C(C=C1)[C@@H]1[C@@H](O[C@@]([C@H]1C)(C(F)(F)F)C)C(=O)NC1=CC(=NC=C1)C(=O)N)OC)F)F